C1(CC1)C1=CC(=NN1)NC([C@H](C)C1=CC=C(C=C1)C1=CC=C(C=C1)CNC(C=C)=O)=O |r| Racemic-N-((4'-(1-((5-cyclopropyl-1H-pyrazol-3-yl)amino)-1-oxopropan-2-yl)-[1,1'-biphenyl]-4-yl)methyl)acrylamide